(S)-6-Methyl-N-((S)-7-oxo-1-(5-(4-(pyridin-3-yl)phenyl)oxazol-2-yl)nonyl)-6-azaspiro[2.5]octan-1-carboxamid CN1CCC2(C[C@@H]2C(=O)N[C@@H](CCCCCC(CC)=O)C=2OC(=CN2)C2=CC=C(C=C2)C=2C=NC=CC2)CC1